C1=CC(=C(C=C1CCN)O)OS(=O)(=O)O The molecule is an aryl sulfate that is dopamine in which the phenolic hydrogen at position 4 has been replaced by a sulfo group. It has a role as a human blood serum metabolite and a human urinary metabolite. It is an aryl sulfate, a member of phenols and a primary amino compound. It derives from a dopamine. It is a tautomer of a dopamine 4-O-sulfate zwitterion.